FC(CN1C(=NC2=C1C=C(C=C2F)C2=CNC=1N=C(N=C(C12)OC)NC1CCC(CC1)NC(C)=O)C)F N-((1r,4r)-4-((5-(1-(2,2-difluoroethyl)-4-fluoro-2-methyl-1H-benzo[d]imidazol-6-yl)-4-methoxy-7H-pyrrolo[2,3-d]pyrimidin-2-yl)amino)cyclohexyl)acetamide